perfluoropentacene FC1=C(C(=C(C2=C(C3=C(C4=C(C5=C(C(=C(C(=C5C(=C4C(=C3C(=C12)F)F)F)F)F)F)F)F)F)F)F)F)F